N12CCCN=C2NCCC1 1,5,7-triazabicyclo-[4.4.0]dec-5-ene